(2-fluoro-[1,1'-biphenyl]-4-yl)dimethyl-sulfonium triflate [O-]S(=O)(=O)C(F)(F)F.FC1=C(C=CC(=C1)[S+](C)C)C1=CC=CC=C1